10-(9-Phenylcarbazol-3-yl)-5,7-dihydroindolo[2,3-c]chinolin-6-on C1(=CC=CC=C1)N1C2=CC=CC=C2C=2C=C(C=CC12)C1=CC2=C(C=C1)NC=1C(NC3=CC=CC=C3C12)=O